C1=CC=CC=2C3=CC=CC=C3C(C12)(C1=CNC2=CC=CC=C12)C1=CNC2=CC=CC=C12 3,3'-(9H-fluorene-9,9-diyl)diindole